i-propoxyphenyl-trichlorosilane Di-tert-butyl-3-(3,6-dihydro-2H-pyran-4-yl)-2-(2,6-dimethylpyridin-4-yl)-7,8-dihydro-1H-pyrrolo[3,2-b][1,7]naphthyridine-1,6(5H)-dicarboxylate C(C)(C)(C)OC(=O)N1C(=C(C2=NC=3CN(CCC3C=C21)C(=O)OC(C)(C)C)C=2CCOCC2)C2=CC(=NC(=C2)C)C.C(C)(C)OC2=C(C=CC=C2)[Si](Cl)(Cl)Cl